[Ni]=O.[Ho] holmium nickel-oxide